CN1N=C(C(=C1)C1=C2C(=NC=C1)NC=C2)C2=CN=CO2 5-(1-methyl-4-(1H-pyrrolo[2,3-b]pyridin-4-yl)-1H-pyrazol-3-yl)oxazole